2-(2,6-dimethylpyridin-4-yl)-N-(2-hydroxyethyl)-3-isopropyl-N-methyl-1H-indole-5-carboxamide CC1=NC(=CC(=C1)C=1NC2=CC=C(C=C2C1C(C)C)C(=O)N(C)CCO)C